4-acetylaminophenylboronic acid C(C)(=O)NC1=CC=C(C=C1)B(O)O